ClC1(C(OC2(OC1)CCCCCCCCCCC2)C)Cl 3,3-dichloro-methyl-1,5-dioxa-spiro[5.11]heptadecane